1-(((Cyclohexyloxy)carbonyl)oxy)ethyl (2S)-2-(tert-butoxy)-2-(4-(4-chlorophenyl)-2,3,6-trimethyl-1-((1-methyl-1H-pyrazol-4-yl)methyl)-1H-pyrrolo[2,3-b]pyridin-5-yl)acetate C(C)(C)(C)O[C@H](C(=O)OC(C)OC(=O)OC1CCCCC1)C=1C(=C2C(=NC1C)N(C(=C2C)C)CC=2C=NN(C2)C)C2=CC=C(C=C2)Cl